F[C@@]1([C@H](O)C[C@@H](CO)O1)N1C(=NC=2C(=O)NC(N)=NC12)Br 3'-deoxy-(3'S)-fluoro-8-bromoguanosine